COC(=O)C1=NN(C=C1\C=C\OC)C(C)(C)C (E)-1-(tert-butyl)-4-(2-methoxyvinyl)-1H-pyrazole-3-carboxylic acid methyl ester